tert-butyl (S)-(1-(methylamino)propan-2-yl)carbamate CNC[C@H](C)NC(OC(C)(C)C)=O